BrC=1C(=NC=C(C1)OC(F)F)Cl 3-bromo-2-chloro-5-(difluoromethoxy)pyridine